6-(Heptadeca-1,16-dien-9-yloxy)-6-oxohexanoic acid C=CCCCCCCC(CCCCCCC=C)OC(CCCCC(=O)O)=O